4-chloro-2-(trifluoromethyl)pyrimidine-5-carboxylic acid ClC1=NC(=NC=C1C(=O)O)C(F)(F)F